(6-((2,6-dioxopiperidin-3-yl)amino)pyridin-3-yl)methyl methanesulfonate CS(=O)(=O)OCC=1C=NC(=CC1)NC1C(NC(CC1)=O)=O